cis-5-methyl-N-(1-methyl-1H-pyrazol-4-yl)-4-(3a-methylhexahydropyrrolo[3,4-c]pyrrol-2(1H)-yl)pyrimidin-2-amine CC=1C(=NC(=NC1)NC=1C=NN(C1)C)N1C[C@@H]2CNC[C@@]2(C1)C